ClC1=C(C=C(C=C1CO)Cl)S(=O)(=O)NC1=C(C(=C(C=C1)F)C#CC=1C=C2C(=NC1)NN=C2)F 2,5-dichloro-N-(2,4-difluoro-3-(1H-pyrazolo[3,4-b]pyridin-5-ylethynyl)phenyl)-3-(hydroxymethyl)benzenesulfonamide